CN(C(C)(C)[C@H]1OCCN(C1)C=1C=CC(=NC1)NC=1C=CC(=C2CNC(C12)=O)C1=CN=C2N1C=CN=C2)C (S)-7-((5-(2-(2-(dimethyl-amino)propan-2-yl)morpholino)pyridin-2-yl)amino)-4-(imidazo[1,2-a]pyrazin-3-yl)isoindolin-1-one